FC(C1=C(C=CC(=C1)C1=NNC(OC1)=O)C1=CC=C(C=C1)F)F 5-[2-(difluoromethyl)-4'-fluoro[1,1'-biphenyl]-4-yl]-3,6-dihydro-2H-1,3,4-oxadiazin-2-one